C(C)(C)(C)OC1=CC=C(C=C)C=C1 p-t-butoxystyrene